strontium-copper [Cu].[Sr]